3,3-Dibutyl-5-(3,4-difluorophenyl)-8-methoxy-7-(methylsulfanyl)-2,3,4,5-tetrahydro-1,5-benzothiazepine 1,1-dioxide C(CCC)C1(CS(C2=C(N(C1)C1=CC(=C(C=C1)F)F)C=C(C(=C2)OC)SC)(=O)=O)CCCC